C1(=CC=CC=C1)C(C([Li])(C1=CC=CC=C1)C1=CC=CC=C1)(CC[Li])C1=CC=CC=C1 tetraphenyl-1,4-dilithiobutane